(E)-N-(3-chloro-2-hydroxypropyl)-3-(4-chlorophenyl)-2-phenylacrylamide ClCC(CNC(\C(=C\C1=CC=C(C=C1)Cl)\C1=CC=CC=C1)=O)O